OC(CN1C(C(=C(C2=CC=CN=C12)O)C(=O)NC1CCC(CC1)F)=O)CO 1-(2,3-dihydroxypropyl)-N-((1s,4s)-4-fluorocyclohexyl)-4-hydroxy-2-oxo-1,8-naphthyridine-3-carboxamide